(2R,3R,4S,5S,6R)-2-(but-3-yn-1-yloxy)-6-(((tert-butyldimethylsilyl)oxy)methyl)tetrahydro-2H-pyran-3,4,5-triyl tribenzoate C(C1=CC=CC=C1)(=O)O[C@H]1[C@@H](O[C@@H]([C@@H]([C@@H]1OC(C1=CC=CC=C1)=O)OC(C1=CC=CC=C1)=O)CO[Si](C)(C)C(C)(C)C)OCCC#C